N-[6-[4-[acetyl(2,2-difluoroethyl)amino]-3-chloro-phenyl]-3-pyridyl]-2-(3-pyridyloxy)acetamide C(C)(=O)N(C1=C(C=C(C=C1)C1=CC=C(C=N1)NC(COC=1C=NC=CC1)=O)Cl)CC(F)F